Methacrylic acid 4-oxo-9-thioxo-5-oxa-3,8,10-triazatridec-12-en-1-yl ester O=C(NCCOC(C(=C)C)=O)OCCNC(NCC=C)=S